(R)-5-((1H-indazole-4-yl)thio)-6-amino-2-(1-amino-8-azaspiro[4.5]decan-8-yl)-3-methylpyrimidin-4(3H)-one N1N=CC2=C(C=CC=C12)SC=1C(N(C(=NC1N)N1CCC2(CCC[C@H]2N)CC1)C)=O